C[Se]C[C@H](C(=O)O)NC(=O)CC[C@@H](C(=O)O)N gamma-Glutamyl-Se-methylselenocysteine